(2,2-difluorocyclopropyl)pyridine-2-carboxamide FC1(C(C1)C=1C(=NC=CC1)C(=O)N)F